O.CC1=CC=C(C=C1)S(=O)(=O)[O-].C(N)(=O)C1=CC=CC2=CN(N=C12)C1=CC=C(C=C1)[C@H]1C[NH2+]CCC1 (S)-3-(4-(7-carbamoyl-2H-indazol-2-yl)phenyl)piperidin-1-ium 4-methylbenzenesulfonate monohydrate